5-(((1R,2S)-2-(Benzylamino)cyclohexyl)(methyl)amino)-2-(2,6-dioxopiperidin-3-yl)isoindolin-1,3-dion C(C1=CC=CC=C1)N[C@@H]1[C@@H](CCCC1)N(C=1C=C2C(N(C(C2=CC1)=O)C1C(NC(CC1)=O)=O)=O)C